C(C)OC(=O)C=1C(OC2=C(C1)C=CC(=C2)OCCCCl)=O 7-(3-Chloropropoxy)-2-oxo-2H-benzopyran-3-carboxylic acid ethyl ester